1-bromo-2-methyl-4-(trifluoromethylsulfonyl)benzene BrC1=C(C=C(C=C1)S(=O)(=O)C(F)(F)F)C